CCCCCCCCC#CCCCCCCCCCC 9-Eicosyne